C(=O)O.OCP(CO)(CO)=O trishydroxymethyl-phosphine oxide formate